tert-butyl (6-(4-(7-(4-methylpiperazin-1-yl)quinoxalin-2-yl)-1H-pyrazol-1-yl)hexyl)carbamate CN1CCN(CC1)C1=CC=C2N=CC(=NC2=C1)C=1C=NN(C1)CCCCCCNC(OC(C)(C)C)=O